C1(=CC=CC=C1)N1C=CC2=CC=C(C=C12)C(=O)OC methyl 1-phenyl-1H-indole-6-carboxylate